HYDROXYSTILBEN OC1=C(C=CC=C1)C=CC1=CC=CC=C1